OC(C)C=1C(=NC=CC1)CC[C@@H](C)[C@H]1CC[C@H]2[C@@H]3CC=C4C[C@H](CC[C@@]4([C@H]3CC[C@]12C)C)O (3S,8S,9S,10R,13R,14S,17R)-17-((2R)-4-(3-(1-hydroxyethyl)pyridin-2-yl)butan-2-yl)-10,13-dimethyl-2,3,4,7,8,9,10,11,12,13,14,15,16,17-tetradecahydro-1H-cyclopenta[a]phenanthren-3-ol